N1=CC(=C2N1C=CC=C2)C=2C=CC=C(C2)O 5-(pyrazolo[1,5-a]pyridin-3-yl)phenol